N-(3-Cyano-4,5,6,7-tetrahydro-1-benzothien-2-yl)-1-naphthamide C(#N)C1=C(SC2=C1CCCC2)NC(=O)C2=CC=CC1=CC=CC=C21